C(C)(C)C1=C(C=CC=C1)C(=O)C(O)C1=CC=CC=C1 iso-propyl-benzoin